(7S)-3-cyclopropyl-9-(2,6-difluorophenyl)-7-methyl-16-thia-2,4,5,8-tetrazatetracyclo[8.6.0.02,6.011,15]hexadeca-1(10),3,5,8,11(15)-pentaene-13-carbaldehyde C1(CC1)C=1N2C=3SC=4CC(CC4C3C(=N[C@H](C2=NN1)C)C1=C(C=CC=C1F)F)C=O